((6-((2-chloro-5-iodopyrimidin-4-yl)amino)pyridin-2-yl)imino)dimethyl-lambda6-Sulfane ClC1=NC=C(C(=N1)NC1=CC=CC(=N1)N=[SH2](C)C)I